BrC=1C=CC=2N(C1)C(=CN2)C2=CC=C(C=C2)OC(C)C 6-bromo-3-[4-(propan-2-yloxy)phenyl]imidazo[1,2-a]pyridine